O=C1NC(CCC1C1=CC(=NC=C1)N1CCN(CCC1)CC1CCN(CC1)C(=O)OC(C)(C)C)=O tert-butyl 4-((4-(4-(2,6-dioxopiperidin-3-yl)pyridin-2-yl)-1,4-diazepan-1-yl)methyl)piperidine-1-carboxylate